C(#N)C1(CC(=C(C=C1)C=CC1=CC=CC=C1)C=C)C#N 4,4-dicyanovinyl-stilbene